1-(1-methoxyisoquinolin-4-yl)propan-2-one copper 1,2-ethanedisulfonate C(CS(=O)(=O)[O-])S(=O)(=O)[O-].[Cu+2].COC1=NC=C(C2=CC=CC=C12)CC(C)=O